3-(3-Chlorobenzyl)-6-benzyl-5,6,7,8-tetrahydro-1-methylpyrido[4,3-d]pyrimidine-2,4(1H,3H)-dione ClC=1C=C(CN2C(N(C3=C(C2=O)CN(CC3)CC3=CC=CC=C3)C)=O)C=CC1